FC=1C=C2N=CCN(C2=CC1)C 6-fluoro-1-methylquinoxalin